The molecule is an amino disaccharide consisting of N-acetyl-beta-D-glucosamine, substituted on O-3 with a 1-carboxyethyl group and linked (1->4) to a second N-acetyl-beta-D-glucosamine residue. It is a glucosamine oligosaccharide and an amino disaccharide. CC(C(=O)O)O[C@@H]1[C@H]([C@@H](O[C@@H]([C@H]1O)CO)O[C@@H]2[C@H](O[C@H]([C@@H]([C@H]2O)NC(=O)C)O)CO)NC(=O)C